C(C1CO1)OCC1=C(C=C)C(=CC(=C1)COCC1CO1)COCC1CO1 2,4,6-triglycidyloxymethyl-styrene